COC(CCC1=CC=C(C=C1)N1C(C2(C3=CC=CC(=C13)Cl)CC2)=O)=O 3-(4-(7'-chloro-2'-oxospiro[cyclopropane-1,3'-indoline]-1'-yl)phenyl)propionic acid methyl ester